(4-(heptyloxy)phenyl)sulfonyl-4-(4-(4-methylpiperazin-1-yl)piperidin-1-yl)-6-(methylsulfinyl)quinoline C(CCCCCC)OC1=CC=C(C=C1)S(=O)(=O)C1=NC2=CC=C(C=C2C(=C1)N1CCC(CC1)N1CCN(CC1)C)S(=O)C